cholest-5-en-3-yl-4-bromobutyrate CC(C)CCC[C@@H](C)[C@H]1CC[C@H]2[C@@H]3CC=C4CC(CC[C@]4(C)[C@H]3CC[C@]12C)OC(CCCBr)=O